CC1=CC=C(C=C1)S(=O)(=O)O.O=C1N(NC2=CC(=CC=C12)C1CCNCC1)C1C(NC(CC1)=O)=O 3-(3-oxo-6-(piperidin-4-yl)-1,3-dihydro-2H-indazol-2-yl)piperidine-2,6-dione 4-methylbenzenesulfonate